CN1C=CC=2C1=NC(=C(C2C2=C1C=NNC1=CC=C2C)C#N)N2CC1(CN(C1)C(C=C)=O)CC2 1-methyl-4-(5-methyl-1H-indazol-4-yl)-6-(2-(2-propenoyl)-2,6-diazaspiro[3.4]octan-6-yl)-1H-pyrrolo[2,3-b]pyridine-5-carbonitrile